tert-butyl 4-(4-chloro-1-(2,6-dioxopiperidin-3-yl)-3-methyl-2-oxo-2,3-dihydro-1H-benzo[d]imidazol-5-yl)piperidine-1-carboxylate ClC1=C(C=CC=2N(C(N(C21)C)=O)C2C(NC(CC2)=O)=O)C2CCN(CC2)C(=O)OC(C)(C)C